FC(C=1C=C(O[C@H]2CN(CC2)C2(CCOCC2)C(=O)N[C@@H](C)C2=CC=C(C(=O)OC)C=C2)C=CC1)(F)F Methyl 4-[(1S)-1-[[4-[(3R)-3-[3-(trifluoromethyl)phenoxy]pyrrolidin-1-yl]tetrahydropyran-4-carbonyl]amino]ethyl]benzoate